O1[C@H](COC12CCCCC2)C=O (R)-1,4-DIOXASPIRO[4.5]DECANE-2-CARBOXALDEHYDE